2-(9H-carbazole-9-yl)ethylphosphonic acid C1=CC=CC=2C3=CC=CC=C3N(C12)CCP(O)(O)=O